BrC1=C2CC=C(C2=CC=C1)C 4-bromo-1-methyl-3H-indene